[Si]([O-])([O-])([O-])[O-].[B+3].[Na+] sodium-boron silicate